O1C(COCC1)CNC=1C2=C(N=C(N1)C1=NC=CC=C1)CCC2 N-((1,4-dioxan-2-yl)methyl)-2-(pyridin-2-yl)-6,7-dihydro-5H-cyclopenta[d]pyrimidin-4-amine